benzyl (3R)-4-[(2S)-2-{[(tert-butoxy)carbonyl]amino}-2-cyclohexylacetyl]-3-methylpiperazine-1-carboxylate C(C)(C)(C)OC(=O)N[C@H](C(=O)N1[C@@H](CN(CC1)C(=O)OCC1=CC=CC=C1)C)C1CCCCC1